sebacaldehyde C(CCCCCCCCC=O)=O